bis[(hydroxybenzylidene)]benzene OC(C1=CC=CC=C1)=C1C(C=CC=C1)=C(C1=CC=CC=C1)O